3-chloro-2-(3-chlorophenyl)-1-methyl-1H-indole ClC1=C(N(C2=CC=CC=C12)C)C1=CC(=CC=C1)Cl